COC1=CC=C(CN2N=C(N=C2C=2N=C3N(C=CC(=N3)C(F)(F)F)C2C=2N=CN(C2)S(=O)(=O)N(C)C)C(F)(F)F)C=C1 4-(2-(1-(4-Methoxybenzyl)-3-(trifluoromethyl)-1H-1,2,4-triazol-5-yl)-7-(trifluoromethyl)imidazo[1,2-a]pyrimidin-3-yl)-N,N-dimethyl-1H-imidazole-1-sulfonamide